ClC=1C(NN=CC1N1C[C@@H]([C@H](C1)OC1=NC=CC(=C1)C=1C(=NN(C1C)C)C)F)=O 4-chloro-5-((3S,4S)-3-fluoro-4-((4-(1,3,5-trimethyl-1H-pyrazol-4-yl)pyridin-2-yl)oxy)pyrrolidin-1-yl)pyridazin-3(2H)-one